(S)-((4-nitrophenoxy)(phenoxy)phosphoryl)alanine 2-oxopyrrolidin-3-yl ester O=C1NCCC1OC([C@@H](NP(=O)(OC1=CC=CC=C1)OC1=CC=C(C=C1)[N+](=O)[O-])C)=O